C(C)OC1=CC=C(C(=O)[O-])C=C1 4-ethoxybenzoate